O(C1=CC=CC=C1)C1=CC=C(C=C1)C=1N=C2N(NCCC2)C1 2-(4-phenoxyphenyl)-5,6,7,8-tetrahydroimidazo[1,2-b]Pyridazine